C1(CC1)C(C1=CC2=C(C(N(CCO2)C[C@@H](CN2CC3=CC=CC=C3CC2)O)=O)C=C1)O 8-[cyclopropyl-(hydroxy)methyl]-4-[(2R)-3-(3,4-dihydro-1H-isoquinolin-2-yl)-2-hydroxy-propyl]-2,3-dihydro-1,4-benzoxazepin-5-one